{2-[(1-methylazetidin-3-yl)methyl]-2,3,4,7-tetrahydro-1H-pyrrolo[2,3-H]isoquinolin-8-yl}methanone CN1CC(C1)CN1CC2=C3C(=CC=C2CC1)NC(=C3)C=O